The molecule is a 3-oxo steroid, the structure of which is that of zymosterol, carboxy-substituted at C-4, and in which the 3-hydroxy function has been oxidised to an oxo group. It derives from a zymosterol. It is a conjugate acid of a 3-dehydro-4-carboxyzymosterol(1-). C[C@H](CCC=C(C)C)[C@H]1CC[C@@H]2[C@@]1(CCC3=C2CC[C@@H]4[C@@]3(CCC(=O)C4C(=O)O)C)C